C[C@@H]1O[C@@H](CN(C1)C1=CC=C(C=C1)NC1=NC=CC(=N1)OCC1CCCCC1)C 4-(((2-((4-((2S,6R)-2,6-dimethyl-morpholino)phenyl)amino)pyrimidin-4-yl)oxy)methyl)cyclohexan